(S)-2-((1-(3-(3,5-dimethylphenyl)-1,2,4-oxadiazol-5-yl)ethyl)carbamoyl)-4-methoxypyridin-3-yl butyrate C(CCC)(=O)OC=1C(=NC=CC1OC)C(N[C@@H](C)C1=NC(=NO1)C1=CC(=CC(=C1)C)C)=O